2-((4-(2-(4-cyano-2-fluorophenyl)-2-methylbenzo[d][1,3]dioxan-4-yl)piperidin-1-yl)methyl)-1-(((S)-oxazol-2-yl)methyl)-1H-thieno[2,3-d]imidazole-5-carboxylic acid C(#N)C1=CC(=C(C=C1)C1(OC(C2=C(O1)C=CC=C2)C2CCN(CC2)CC=2N(C1=C(N2)SC(=C1)C(=O)O)CC=1OC=CN1)C)F